3-(5-(1-Benzyl-1H-indole-3-carbonyl)pyridine-2-yl)-N-cyclopropyl-5-fluoro-4-methylbenzamide C(C1=CC=CC=C1)N1C=C(C2=CC=CC=C12)C(=O)C=1C=CC(=NC1)C=1C=C(C(=O)NC2CC2)C=C(C1C)F